3-azido-1-(4-methylbenzothiazol-2-yl)-1-phenyl-3-buten-1-ol N(=[N+]=[N-])C(CC(O)(C1=CC=CC=C1)C=1SC2=C(N1)C(=CC=C2)C)=C